Dimethyl 5-(azidomethyl)isophthalate N(=[N+]=[N-])CC=1C=C(C=C(C(=O)OC)C1)C(=O)OC